BrC1=C(C=C(C=C1)Cl)C(C)(O)C1=CC=CC=C1 1-(2-bromo-5-chlorophenyl)-1-phenylethanol